Allyl 3,4-di-O-benzyl-6-O-[bis(benzyloxy)phosphoryl]-2-deoxy-2-{[(2,2,2-trichloroethoxy)carbonyl]amino}-α-D-glucopyranoside C(C1=CC=CC=C1)O[C@@H]1[C@H]([C@@H](OCC=C)O[C@@H]([C@H]1OCC1=CC=CC=C1)COP(=O)(OCC1=CC=CC=C1)OCC1=CC=CC=C1)NC(=O)OCC(Cl)(Cl)Cl